(S)-1-[2-(Benzo[d]isoxazol-3-yl)phenyl]-2-[6-(3,5-dimethylisoxazol-4-yl)pyridine-2-yl]-ethan-1-amine O1N=C(C2=C1C=CC=C2)C2=C(C=CC=C2)[C@H](CC2=NC(=CC=C2)C=2C(=NOC2C)C)N